CC(C)(OC(=O)[O])C 1,1-dimethyl-ethoxycarbonyl-oxygen